FC=1C(=C(C=C2CCN(CC12)CC1CC2(CC2)C1)O)N1CC(NS1(=O)=O)=O 5-{8-fluoro-6-hydroxy-2-[(spiro[2.3]hexan-5-yl)methyl]-1,2,3,4-tetrahydroisoquinolin-7-yl}-1λ6,2,5-thiadiazolidine-1,1,3-trione